rac-4-bromo-5-((1R,2S)-2-((Z)-2-methoxyvinyl)cyclopropyl)-6-methyl-1-(tetrahydro-2H-pyran-2-yl)-1H-indazole BrC1=C2C=NN(C2=CC(=C1[C@H]1[C@H](C1)\C=C/OC)C)[C@@H]1OCCCC1 |&1:18|